FC1=C(CN2CCOC3=C(C2=O)C=C(C=C3)B3OC(C(O3)(C)C)(C)C)C=C(C=C1)OC(F)(F)F 4-(2-Fluoro-5-(trifluoromethoxy)benzyl)-7-(4,4,5,5-tetramethyl-1,3,2-dioxaborolan-2-yl)-3,4-dihydrobenzo[f][1,4]oxazepin-5(2H)-one